N4-(1H-indazol-6-yl)-N2-(2-methoxy-4-(4-(4-methylpiperazine-1-yl)piperidine-1-yl)phenyl)-5-methylpyrimidine-2,4-diamine N1N=CC2=CC=C(C=C12)NC1=NC(=NC=C1C)NC1=C(C=C(C=C1)N1CCC(CC1)N1CCN(CC1)C)OC